C1(CC1)S(=O)(=O)C=1C=C(OC[C@H](CN[C@H]2COC3(C2)CCN(CC3)S(=O)(=O)C3=CNC2=CC=CC=C2C3=O)O)C=CC1 3-((R)-3-((S)-3-(3-(Cyclopropylsulfonyl)phenoxy)-2-hydroxypropylamino)-1-oxa-8-azaspiro[4.5]decan-8-ylsulfonyl)chinolin-4(1H)-on